BrC=1C(=C(C=CC1)CS(=O)(=O)NC)I 1-(3-bromo-2-iodophenyl)-N-methylmethanesulfonamide